Cl.C[C@H]1N[C@H](COC1)C (3R,5S)-3,5-dimethylmorpholine hydrochloride